O(P(OC1=CC=CC=C1)OP([O-])[O-])C1=CC=CC=C1 diphenyl diphosphite